1-(4-((4-((2-fluoro-4-((2-((tetrahydro-2H-pyran-4-yl)oxy)pyridin-4-yl)oxy)phenyl)amino)-7-methoxyquinazolin-6-yl)amino)piperidin-1-yl)prop-2-en-1-one FC1=C(C=CC(=C1)OC1=CC(=NC=C1)OC1CCOCC1)NC1=NC=NC2=CC(=C(C=C12)NC1CCN(CC1)C(C=C)=O)OC